CC1=C(C(=CC=C1)C)C=1C=C(C=NC1)[C@H](CC(=O)OC)NC(C(CC(C)C)N1C(C=C(C(=C1)F)C)=O)=O (3S)-methyl 3-(5-(2,6-dimethylphenyl)pyridin-3-yl)-3-(2-(5-fluoro-4-methyl-2-oxopyridin-1(2H)-yl)-4-methylpentanamido)propanoate